rel-1-[(3R)-2,3-dihydrothieno[3,2-b]pyridin-3-yl]methanamine dihydrochloride Cl.Cl.S1C[C@@H](C2=NC=CC=C21)CN |o1:4|